4-((1s,4s)-4-(ethylcarbamoyl)cyclohexylamino)-2-(isopropylamino)pyrimidine-5-carboxamide C(C)NC(=O)C1CCC(CC1)NC1=NC(=NC=C1C(=O)N)NC(C)C